C(C)(C)N(C(C)C)PN(C(C)C)C(C)C bis-diisopropylaminophosphine